C(C)(C)(C)OC([C@H](COC=1C=C2C=CN=C(C2=CC1)NCC1CN(C1)C(=O)OC(C)(C)C)ON1C(C2=CC=CC=C2C1=O)=O)=O tert-butyl (S)-3-(((6-(3-(tert-butoxy)-2-((1,3-dioxoisoindolin-2-yl)oxy)-3-oxopropoxy)isoquinolin-1-yl)amino)methyl)azetidine-1-carboxylate